ClC1=C(C(=O)NC2=CC=C(C=C2)CCCC(=O)O)C=C(C=C1)[N+](=O)[O-] 4-(4-(2-chloro-5-nitrobenzoyl)aminophenyl)butyric acid